Cl.C(C)NCC(=O)O 2-(ETHYLAMINO)ACETIC ACID HYDROCHLORIDE